6-Thio-2'-desoxyguanosin [C@@H]1(C[C@H](O)[C@@H](CO)O1)N1C=NC=2C(=S)NC(N)=NC12